8-bromo-2-isopropyl-6H-1,2,4-triazolo[1,5-c]quinazolin-5-one BrC=1C=CC=2C=3N(C(NC2C1)=O)N=C(N3)C(C)C